CN1CCN(CC1)C(C(CC)NC1=CC=NC=C1)=O 4-((1-(4-methylpiperazin-1-yl)-1-oxobutan-2-yl)amino)pyridine